C(CCC)C=1C(=C(C(C=C)(CCCC)Cl)C=CC1)CCCC tributyl-vinyl-benzyl chloride